Ethanediyl Dichloride C(CCl)Cl